tert-butyl (S)-5-hydroxycaproate O[C@H](CCCC(=O)OC(C)(C)C)C